CC=1N=CNC1 4-methyl-Imidazole